(3E)-3-[2-(dimethylamino)ethylidene]-1-(4-{[3-methyl-4-([3-methylimidazo[1,2-a]pyridin-7-yl]oxy)phenyl]amino}pyrido[3,4-d]pyrimidin-6-yl)pyrrolidin-2-one CN(C\C=C/1\C(N(CC1)C1=CC2=C(N=CN=C2NC2=CC(=C(C=C2)OC2=CC=3N(C=C2)C(=CN3)C)C)C=N1)=O)C